C(#N)C=1C=C2C=CN(C2=CC1)C(=O)[O-] 5-cyano-1H-indole-1-carboxylate